trans-(E)-4-(dimethylamino)-N-(3-((6-(2-ethyl-5-fluoro-4-hydroxyphenyl)-1H-indazol-4-yl)oxy)cyclobutyl)but-2-enamide CN(C/C=C/C(=O)N[C@@H]1C[C@H](C1)OC1=C2C=NNC2=CC(=C1)C1=C(C=C(C(=C1)F)O)CC)C